C(C1=CC=CC=C1)N1N=CC2=CC=C(C=C12)Br 1-benzyl-6-bromo-1H-indazole